tert-butyl (tert-butoxycarbonyl)(7-(4-chloro-2-fluoro-3-(3-fluoro-4-(4-fluorophenyl)-4-hydroxybutoxy)phenyl)-[1,2,4]triazolo[1,5-a]pyridin-2-yl)carbamate C(C)(C)(C)OC(=O)N(C(OC(C)(C)C)=O)C1=NN2C(C=C(C=C2)C2=C(C(=C(C=C2)Cl)OCCC(C(O)C2=CC=C(C=C2)F)F)F)=N1